C(C)(C)(C)C=1C(=CC2=CC=CC=C2C1)O 3-tertiary butyl-2-naphthol